O=C(CC(=O)[O-])C.[Na+].FC=1C=CC(=NC1)C1(CCNCC1)NS(=O)(=O)C1=CC=C(C=C1)OC(F)(F)F N-(4-(5-fluoropyridin-2-yl)piperidin-4-yl)-4-(trifluoromethoxy)benzenesulfonamide sodium 3-ketobutyrate